6-(4-ethyl-3-(hydroxymethyl)-5-oxo-4,5-dihydro-1H-1,2,4-triazol-1-yl)-7-fluoro-4-isopropyl-2-(2-(methyl-d3)phenyl)isoquinolin-1(2H)-one C(C)N1C(=NN(C1=O)C=1C=C2C(=CN(C(C2=CC1F)=O)C1=C(C=CC=C1)C([2H])([2H])[2H])C(C)C)CO